(2R)-6-(Phenylmethoxy)-5-[(2-tert-butoxy-2-oxoethyl)(trifluoroacetyl)amino]-4-fluoro-2-formyl-2,3-dihydro-1H-indole-1-carboxylic acid tert-butyl ester C(C)(C)(C)OC(=O)N1[C@H](CC2=C(C(=C(C=C12)OCC1=CC=CC=C1)N(C(C(F)(F)F)=O)CC(=O)OC(C)(C)C)F)C=O